3-(difluoromethyl)-1H-Pyrazole FC(C1=NNC=C1)F